5-Amino-7-bromo-6-fluoro-1,3-dihydroisobenzofuran-4-carboxylic acid methyl ester COC(=O)C=1C=2COCC2C(=C(C1N)F)Br